3,3-dimethyl-1-[[4-[5-(trifluoromethyl)-1,2,4-oxadiazol-3-yl]phenyl]methyl]-piperidin-2-one CC1(C(N(CCC1)CC1=CC=C(C=C1)C1=NOC(=N1)C(F)(F)F)=O)C